2-(3-fluoro-4-((methylsulfonyl)methyl)phenyl)-4,4,5,5-tetramethyl-1,3,2-dioxaborolane FC=1C=C(C=CC1CS(=O)(=O)C)B1OC(C(O1)(C)C)(C)C